COCC(C)(C)NC=1C2=C(N=C(N1)NC1=C(C=C(C=C1)S(=O)(=O)N1C(CCCC1)N1CCOCC1)OC)NC=C2 N4-(1-methoxy-2-methylpropan-2-yl)-N2-(2-methoxy-4-((morpholinopiperidin-1-yl)sulfonyl)phenyl)-7H-pyrrolo[2,3-d]pyrimidine-2,4-diamine